Oxan-2-YloxyBenzamide O1C(CCCC1)OC1=C(C(=O)N)C=CC=C1